NCC1=C(C=C(C=N1)N1C(NC(CC1)=O)=O)F 1-(6-(Aminomethyl)-5-fluoropyridin-3-yl)dihydropyrimidine-2,4(1H,3H)-dione